3-(glycidoxypropyl)trimethoxysilane CCC(CO[Si](OC)OC)OCC1CO1